COC(=O)C1=NN(C(=C1)C1=CC=CC=C1)CC1=CC(=CC=C1)Cl 1-[(3-chlorophenyl)methyl]-5-phenyl-1H-pyrazole-3-carboxylic acid methyl ester